FC1(CC(C1)NC(=O)C=1C=NN2C1C=C(C=C2)C2=CNC=1N=C(N=CC12)NC1CCOCC1)F N-(3,3-difluorocyclobutyl)-5-(2-((tetrahydro-2H-pyran-4-yl)amino)-7H-pyrrolo[2,3-d]pyrimidin-5-yl)pyrazolo[1,5-a]pyridine-3-carboxamide